Cl.IC1=CC2=C([C@@H](CO2)NC)C=C1 (S)-6-iodo-N-methyl-2,3-dihydrobenzofuran-3-amine hydrochloride